CN1C=NC2=C(C1=O)C(=NC=C2C2=CC=C(C=C2)C(F)(F)F)NCC2(NC(CC2)=O)C 3-methyl-5-(((2-methyl-5-oxopyrrolidin-2-yl)methyl)amino)-8-(4-(trifluoromethyl)phenyl)pyrido[4,3-d]pyrimidin-4(3H)-one